[6-(phenylcarbamoyl)-6-azaspiro[2.5]octan-2-yl]methyl-1,3-dihydropyrrolo[3,4-c]pyridine-2-carboxamide C1(=CC=CC=C1)NC(=O)N1CCC2(C(C2)CC2N(CC=3C=NC=CC32)C(=O)N)CC1